C(C1=CC=CC=C1)[C@](C(=O)NC=1C(=NC2=C(C=CC=C2C1)F)C)(CC(C)C)C |r| rac-2-benzyl-N-(8-fluoro-2-methyl-3-quinolyl)-2,4-dimethyl-pentanamide